5-chloro-N-[2,4-difluoro-3-[7-fluoro-3-(1,3-oxazol-2-yl)-1H-indazol-6-yl]phenyl]-2-methoxypyridine-3-sulfonamide ClC=1C=C(C(=NC1)OC)S(=O)(=O)NC1=C(C(=C(C=C1)F)C1=CC=C2C(=NNC2=C1F)C=1OC=CN1)F